1-(4-(4-Amino-1-isopropyl-1H-pyrazolo[3,4-d]pyrimidin-3-yl)phenyl)-3-(3-(trifluoromethyl)phenyl)urea NC1=C2C(=NC=N1)N(N=C2C2=CC=C(C=C2)NC(=O)NC2=CC(=CC=C2)C(F)(F)F)C(C)C